4-bromo-5-fluoro-6-nitro-1,3-benzodioxol BrC1=C(C(=CC=2OCOC21)[N+](=O)[O-])F